2-ethyl-9,10-bis(isopropoxycarbonyloxy)anthracene C(C)C1=CC2=C(C3=CC=CC=C3C(=C2C=C1)OC(=O)OC(C)C)OC(=O)OC(C)C